5-(7-(dimethylamino)-6-fluoro-5-methyl-1H-indazol-4-yl)thiazole CN(C=1C(=C(C(=C2C=NNC12)C1=CN=CS1)C)F)C